6-(4-(4-Cyano-2-methylphenyl)-5-hydroxy-1H-pyrazol-1-yl)nicotinic acid C(#N)C1=CC(=C(C=C1)C=1C=NN(C1O)C1=NC=C(C(=O)O)C=C1)C